N[C@@H](C)C(=O)N[C@H](CCC(=O)[O-])C(=O)[O-] L-alanyl-D-glutamate